1-(4-(((6-(3-(5'-(((1-acetylpiperidin-4-yl)amino)methyl)-3-chloro-6'-methoxy-[2,2'-bipyridin]-4-yl)-2-chlorophenyl)-2-methoxypyridin-3-yl)methyl)amino)piperidin-1-yl)ethan-1-one C(C)(=O)N1CCC(CC1)NCC=1C=CC(=NC1OC)C1=NC=CC(=C1Cl)C=1C(=C(C=CC1)C1=CC=C(C(=N1)OC)CNC1CCN(CC1)C(C)=O)Cl